FC(S(=O)(=O)O[AlH2])(F)F alumanyl trifluoromethanesulfonate